2-(4-chlorophenylsulfonyl)acetonitrile ClC1=CC=C(C=C1)S(=O)(=O)CC#N